tert-butyl 7-formyl-4,5-dihydro-1H-benzo[d]azepine-3(2H)-carboxylate C(=O)C1=CC2=C(CCN(CC2)C(=O)OC(C)(C)C)C=C1